CC=1C=CC=C2CCN(C(C12)=O)C1=C(C=CC=C1)C 8-methyl-2-o-tolyl-3,4-dihydroisoquinolin-1(2H)-one